methyl 2-[(5-bromo-2-pyridyl)methoxy]pyrimidine-5-carboxylate BrC=1C=CC(=NC1)COC1=NC=C(C=N1)C(=O)OC